diethyl-hexyl-2,6-naphthalenedicarboxylic acid C(C)C1=C(C(=C(C2=CC=C(C=C12)C(=O)O)CCCCCC)C(=O)O)CC